3-((7-(5-Chloro-1H-pyrazol-4-yl)-4-oxoquinazolin-3(4H)-yl)methyl)-N-(1-methylpiperidin-4-yl)benzamide ClC1=C(C=NN1)C1=CC=C2C(N(C=NC2=C1)CC=1C=C(C(=O)NC2CCN(CC2)C)C=CC1)=O